ClC1=C(C=2N=C(N=C(C2C=N1)N1CCOCCC1)SC)F 4-(7-Chloro-8-fluoro-2-methylsulfanyl-pyrido[4,3-d]pyrimidin-4-yl)-1,4-oxazepane